NCC1=CC=C(C=C1)NC(NC1=C(C(=O)NCCCCCCC(=O)NO)C=CC=C1)=O (3-(4-(aminomethyl)phenyl)ureido)-N-(7-(hydroxyamino)-7-oxoheptyl)benzamide